FC1=C(C=C2CN(C(C2=C1)=O)C1C(NC(CC1)=O)=O)C 3-(6-fluoro-5-methyl-1-oxoisoindolin-2-yl)piperidine-2,6-dione